1-(4-((2-(4-cyanopiperidin-1-yl)-5-oxo-5,6-dihydropyrimido[4,5-d]pyridazin-4-yl)amino)benzyl)piperidine-4-carboxylic acid C(#N)C1CCN(CC1)C=1N=C(C2=C(C=NNC2=O)N1)NC1=CC=C(CN2CCC(CC2)C(=O)O)C=C1